COC1=C(C=CC(=C1)N1CCC(CC1)N1CCN(CC1)C)NC=1N=CC=2NC(C3=C(N(C2N1)C)SC(=N3)C)=O 6-((2-methoxy-4-(4-(4-methylpiperazin-1-yl)piperidin-1-yl)phenyl)amino)-2,4-dimethyl-4,9-dihydro-10H-pyrimido[5,4-b]thiazolo[5,4-e][1,4]diazepin-10-one